ClC=1C=C2C=NN(C2=C(C1C)C1=C2C(=NC(=C1C)N1CC3(CN(C3)C(C=C)=O)CC1)CC(OC2)(C)C)C (M)-1-(6-(4-(5-chloro-1,6-dimethyl-1H-indazol-7-yl)-3,7,7-trimethyl-7,8-dihydro-5H-pyrano[4,3-b]pyridin-2-yl)-2,6-diazaspiro[3.4]octan-2-yl)-2-propen-1-one